NCCCN1C=C(C2=CC=CC=C12)C1=CC=C(C=C1)OC(F)(F)F 1-(3-aminopropyl)-3-(4-(trifluoromethoxy)phenyl)-1H-indol